8-[1-(2,4-difluoro-6-methylsulfanyl-anilino)ethyl]-3,6-dimethyl-2-morpholino-quinazolin-4-one FC1=C(NC(C)C=2C=C(C=C3C(N(C(=NC23)N2CCOCC2)C)=O)C)C(=CC(=C1)F)SC